FC1(C[C@@H](CCC1)[C@H](NC(=O)C1=NON=C1C)C1=NC2=C(N1)C=CC(=C2)[C@@H](C)NC(CCC(F)(F)F)=O)F N-((S)-((R)-3,3-Difluorocyclohexyl)(5-((R)-1-(4,4,4-trifluorobutanamido)ethyl)-1H-benzo[d]imidazol-2-yl)methyl)-4-methyl-1,2,5-oxadiazole-3-carboxamide